N[C@H]1CS(C2=C(N(C1=O)CC1=CC=C(C=C1)Cl)C=C(C=C2)C=2OC(=NN2)C2=CC=C(C=C2)F)(=O)=O (3R)-3-amino-5-[(4-chlorophenyl)methyl]-7-[5-(4-fluorophenyl)-1,3,4-oxadiazol-2-yl]-1,1-dioxo-2,3-dihydro-1λ6,5-benzothiazepin-4-one